(N,N-dimethylsulfamoyl)-3,4,5,6-tetrafluorophenylpropane-2-sulfonate CN(S(=O)(=O)C(C(C)S(=O)(=O)[O-])C1=CC(=C(C(=C1F)F)F)F)C